ClC1=C(C=C(OCC(=O)NC23CC(C2)(C3)NC(COC=3C=NC(=C(C3)C)C)=O)C=C1)F 2-(4-chloro-3-fluorophenoxy)-N-(3-{2-[(5,6-dimethylpyridin-3-yl)oxy]acetamido}bicyclo[1.1.1]pentan-1-yl)acetamide